tert-butyl 4,4-difluoro-3-(2-((tosyloxy)methyl)pyridin-4-yl)piperidine-1-carboxylate FC1(C(CN(CC1)C(=O)OC(C)(C)C)C1=CC(=NC=C1)COS(=O)(=O)C1=CC=C(C)C=C1)F